C(C)N1C[C@@H]([C@@H](CC1)NC1=C2C=C(N(C2=CC=C1)CC(F)(F)F)C1=NOC(=N1)CNC(=O)C1=CN(C=C1)C1CCOCC1)F N-{[3-(4-{[(3S,4R)-1-ethyl-3-fluoropiperidin-4-yl]amino}-1-(2,2,2-trifluoroethyl)-1H-indol-2-yl)-1,2,4-oxadiazol-5-yl]methyl}-1-(oxan-4-yl)-1H-pyrrole-3-carboxamide